(R)-3-methylmorpholine-4-carboxylic acid chloride C[C@H]1N(CCOC1)C(=O)Cl